NC1=NN=C(S1)C1CN(CC1)C(=O)OCC1=CC=CC=C1 benzyl 3-(5-amino-1,3,4-thiadiazol-2-yl)pyrrolidine-1-carboxylate